NC1=NC=NN2C1=CC=C2[C@@H]2O[C@]([C@@H]1[C@H]2OC(O1)(C)C)(CCl)CO ((3aS,4R,6S,6aS)-6-(4-aminopyrrolo[2,1-f][1,2,4]triazin-7-yl)-4-(chloromethyl)-2,2-dimethyltetrahydrofuro[3,4-d][1,3]dioxol-4-yl)methanol